C(C)(C)(C)C=1C=C(NC2=CC=C(C=C2)C(C)(C)C)C=CC1 3-(tert-butyl)-N-(4-(tert-butyl)-phenyl)aniline